7-fluoro-quinoline-3-carboxylic acid methoxy-methylamide CON(C(=O)C=1C=NC2=CC(=CC=C2C1)F)C